3-[5-[4-(dimethoxymethyl)-1-piperidyl]-3-methyl-2-oxo-benzimidazol-1-yl]piperidine-2,6-dione COC(C1CCN(CC1)C1=CC2=C(N(C(N2C)=O)C2C(NC(CC2)=O)=O)C=C1)OC